3-bromo-2-(bromomethyl)-6-methyl-5-propyl-pyridine BrC=1C(=NC(=C(C1)CCC)C)CBr